ClC1=NC=C2N(C(N(C2=N1)C1CCC2(CC2)CC1)=O)C 2-chloro-7-methyl-9-spiro[2.5]octan-6-yl-7,9-dihydro-8H-purin-8-one